1,3-dichloro-4-dichloromethyl-2-fluorobenzene ClC1=C(C(=C(C=C1)C(Cl)Cl)Cl)F